N-methyl-5-(prop-2-yn-1-ylamino)pyridine-2-carboxamide CNC(=O)C1=NC=C(C=C1)NCC#C